ClC1=NC=C(C(=N1)C1=CC=C(N1)C(=O)OC)C1=CN=CO1 methyl 5-(2-chloro-5-(oxazol-5-yl) pyrimidin-4-yl)-1H-pyrrole-2-carboxylate